3-ethylsulfonyl-N-[1-methyl-5-(trifluoromethylsulfanyl)-2-pyridylidene]-5-pyrimidin-2-yl-pyridine-2-carboxamide C(C)S(=O)(=O)C=1C(=NC=C(C1)C1=NC=CC=N1)C(=O)N=C1N(C=C(C=C1)SC(F)(F)F)C